1-amyl-4-((4-amyl-cyclohexyl)methoxy)cyclohexane C(CCCC)C1CCC(CC1)OCC1CCC(CC1)CCCCC